6-isopropyl-3-(3-methoxypropoxy)-2,10-dioxo-5,6-dihydro-1H-pyrido[1,2-H][1,7]Naphthyridine-9-carboxylic acid ethyl ester C(C)OC(=O)C=1C(C=C2N(C(CC=3C=C(C(NC23)=O)OCCCOC)C(C)C)C1)=O